3-Bromo-4-nitrobenzenamine BrC=1C=C(C=CC1[N+](=O)[O-])N